N-(2-(4,4-difluorocyclohexyl)-4-(3,4-dihydro-2H-pyran-6-yl)pyridin-3-yl)-2-isopropoxy-pyrimidine-5-carboxamide FC1(CCC(CC1)C1=NC=CC(=C1NC(=O)C=1C=NC(=NC1)OC(C)C)C1=CCCCO1)F